FCCCN1CC2(CC2)C(C1)N 5-(3-fluoropropyl)-5-azaspiro[2.4]heptan-7-amine